butanone-oxime CC(CC)=NO